4-amino-8-methyl-1-(3-(pyrrolidin-1-ylmethyl)benzyl)-1H-imidazo[4,5-c]quinolin-2(3H)-one NC1=NC=2C=CC(=CC2C2=C1NC(N2CC2=CC(=CC=C2)CN2CCCC2)=O)C